C(C)(C)(C)OC(=O)N1CCN(CCN(CCNCC1)C(=O)OC(C)(C)C)C(=O)OC(C)(C)C 1,4,7-tris(tert-butoxycarbonyl)-1,4,7,10-tetraazacyclododecane